tert-Butyl 3-(4-(((methylsulfonyl)oxy)methyl)pent-4-enoyl)-6,7-dihydro-2H-pyrazolo[4,3-c]pyridine-5(4H)-carboxylate CS(=O)(=O)OCC(CCC(=O)C=1NN=C2C1CN(CC2)C(=O)OC(C)(C)C)=C